BrC1=C(C=C(S1)C1=CC(=C(C2=NSN=C21)C=2SC(=CC2)Br)Cl)CC(CCCC)CC 7-(5-bromo-4-(2-ethylhexyl)-thiophen-2-yl)-4-(5-bromo-thiophen-2-yl)-5-chloro-benzo[1,2,5]-thiadiazole